FC1=CC=C(OC2=C(C=C(C=C2)NS(=O)(=O)C)C=2C3=C(C(N(C2)C)=O)NC=C3)C=C1 N-[4-(4-fluorophenoxy)-3-(6-methyl-7-oxo-6,7-dihydro-1H-pyrrolo[2,3-c]pyridin-4-yl)phenyl]methanesulfonamide